C=1N=CN2C1C1=CC=CC=C1[C@H]2C2[C@](CC2)(O)C (S)-2-((R)-5H-imidazo[5,1-a]isoindol-5-yl)-1-methylcyclobutan-1-ol